NC(NC)=NC1=NC=C(C(=O)N(CC2=NC=C(C=C2)C(F)(F)F)C(C)C=2C=C(C=CC2)C)C=C1 6-((amino(methylamino)methylene)amino)-N-(1-(m-tolyl)ethyl)-N-((5-(trifluoromethyl)pyridin-2-yl)methyl)nicotinamide